ClC1=CC=C(C=2CCCC12)O 7-chloro-2,3-dihydro-1H-inden-4-ol